C(C)(C)(C)OC(NCC(C)C1=CC(=C(C=C1)B1OC(C(O1)(C)C)(C)C)C)=O (2-(3-methyl-4-(4,4,5,5-tetramethyl-1,3,2-dioxaborolan-2-yl)phenyl)propyl)carbamic acid tert-butyl ester